acryloxypropyl methacrylate C(C(=C)C)(=O)OCCCOC(C=C)=O